C(CCCCCCC\C=C\CCCCCCCC)(=O)O (E)-9-octadecenoic acid